(S)-6-(4-chlorobenzyl)-N,9-diisopropyl-7,10-dioxo-2,6,9-triazaspiro-[4.5]decane-2-carboxamide ClC1=CC=C(CN2[C@]3(CCN(C3)C(=O)NC(C)C)C(N(CC2=O)C(C)C)=O)C=C1